OC1[C@H](O)C[C@@H](O)[C@@H](O1)C 3,6-Dideoxy-L-arabino-hexopyranose